fluoro-5-(7-fluoro-5-(4,4,4-trifluoro-3,3-dimethylbut-1-yn-1-yl)-3,4-dihydroquinolin-1(2H)-yl)-[1,2,4]triazolo[4,3-a]quinazoline FC1=NN=C2N1C1=CC=CC=C1C(=N2)N2CCCC1=C(C=C(C=C21)F)C#CC(C(F)(F)F)(C)C